N-(3,4-dichloro-2-fluorophenyl)-7-(1-methyl-1H-pyrazol-4-yl)-6-(piperidin-4-yloxy)quinazoline-4-amine hydrogen bromide Br.ClC=1C(=C(C=CC1Cl)NC1=NC=NC2=CC(=C(C=C12)OC1CCNCC1)C=1C=NN(C1)C)F